21,24-Dihydroxytriacontanoic acid OC(CCCCCCCCCCCCCCCCCCCC(=O)O)CCC(CCCCCC)O